COCCOC(C(C(=O)C)=CC1=CC(=CC=C1)[N+](=O)[O-])=O 2-(3-nitrobenzylidene)acetoacetic acid methoxyethyl ester